(1,3-dimethyl-1,3-diazepan-2-ylidene) phosphoramidate P1(OC2(N(CCCCN2C)C)O1)(=O)N